3',4'-O-dimethyl-dihydroquercetin methyl-1-(4-amino-3-((2-methoxyethyl)amino)phenyl)cyclopropane-1-carboxylate CC1C(C1)(C(=O)O)C1=CC(=C(C=C1)N)NCCOC.CC1(CC([C@H]2OC=3C=C(C=C(C3C([C@@H]2O)=O)O)O)=CC=C1OC)O